2'-((1-(2-bromophenyl)-1H-1,2,3-triazol-4-yl)methyl)-2',3'-dihydro-4'H-spiro[cyclohexane-1,1'-isoquinolin]-4'-one BrC1=C(C=CC=C1)N1N=NC(=C1)CN1C2(C3=CC=CC=C3C(C1)=O)CCCCC2